(R)-1-(4-chlorophenyl)-2-hydroxyethylamine ClC1=CC=C(C=C1)[C@H](CO)N